ClC1=CC(=C(C=C1C#N)NS(=O)(=O)C=1C=C(C(=O)O)C=CC1C1CC1)OC1COC1 3-(N-(4-chloro-5-cyano-2-(oxetan-3-yloxy)phenyl)sulfamoyl)-4-cyclopropylbenzoic acid